C(C1=CC=CC=C1)OC=1C(=CC(=C(C1)CC(=O)O)F)C(C(F)(F)F)CO 2-[5-benzyloxy-2-fluoro-4-[2,2,2-trifluoro-1-(hydroxymethyl)ethyl]phenyl]acetic acid